2-[[(1R)-1-[3,6-Dimethyl-4-oxo-2-[4-(1H-pyrazol-4-yl)phenyl]chromen-8-yl]ethyl]amino]benzoic acid CC1=C(OC2=C(C=C(C=C2C1=O)C)[C@@H](C)NC1=C(C(=O)O)C=CC=C1)C1=CC=C(C=C1)C=1C=NNC1